(±)-tert-butyl 4-(3-(2,6-dioxopiperidin-3-yl)-5-fluoro-1-methyl-1H-indazol-6-yl)piperazine-1-carboxylate O=C1NC(CC[C@@H]1C1=NN(C2=CC(=C(C=C12)F)N1CCN(CC1)C(=O)OC(C)(C)C)C)=O |r|